NC=1C=CC2=C(N=C(O2)C2=CC=C(C=C2)N)C1 D-5-amino-2-(4-aminophenyl)-benzoxazole